FC=1C(=NC=NC1N(CC1=CC(=CC=C1)N1N=CC=C1)C)NCC1CCOCC1 5-fluoro-N6-methyl-N6-[(3-pyrazol-1-ylphenyl)methyl]-N4-(tetrahydropyran-4-ylmethyl)pyrimidine-4,6-diamine